Trans-3-((tert-Butoxycarbonyl)amino)-1-methylcyclobutane-1-carboxylic acid methyl ester COC(=O)C1(CC(C1)NC(=O)OC(C)(C)C)C